CC=1N=C(C2=CC=CC=C2C1)C(C)(C)NC(C[C@@H]1NCCC1)=O (R)-N-(2-(3-methylisoquinolin-1-yl)propan-2-yl)-2-(pyrrolidin-2-yl)acetamide